ClC1=NC(=CC(=N1)N)CN1CCOCC1 2-chloro-6-(morpholinomethyl)pyrimidin-4-amine